2-[cyano-(5-fluoro-3-pyridyl)amino]-5-methyl-N-pentyl-thiazole-4-carboxamide C(#N)N(C=1SC(=C(N1)C(=O)NCCCCC)C)C=1C=NC=C(C1)F